N-cyclopentylcarbazole C1(CCCC1)N1C2=CC=CC=C2C=2C=CC=CC12